6-hydroxy-N-(2,4,6-trimethoxyphenyl)picolinamide OC1=CC=CC(=N1)C(=O)NC1=C(C=C(C=C1OC)OC)OC